bis(2-hydroxyphenyl)-pyridine OC1=C(C=CC=C1)C=1C(=NC=CC1)C1=C(C=CC=C1)O